ClC1=C(C=NC2=C(C=C(C=C12)Cl)C(F)(F)F)S(=O)(=O)N1CCSCC1 4-[[4,6-Dichloro-8-(trifluoromethyl)-3-quinolinyl]sulfonyl]thiomorpholine